COCC1=C(C=CC=C1)C(=CC1N(CCCC1)C)C1=C(C=CC=C1)COC 2-[2,2-bis(2-methoxymethyl-phenyl)-vinyl]-N-methylpiperidine